[Cl-].C(C)C1(C=[NH+]C=2C=CC3=C(C12)C=CC=C3)CC 1,1-diethyl-1H-benzo[e]indol-3-ium chloride